O1N=C(C2=C1CCCC2)COC2=C(C=CC=C2)C2=C(CNC(=C2)C(F)(F)F)C(=O)N 4-((4,5,6,7-tetrahydrobenzo[d]isoxazol-3-ylmethoxy)phenyl)-6-(trifluoromethyl)-1,2-dihydropyridine-3-carboxamide